1-(2-cyanoethyl)-4-oxo-3-[3-(trifluoromethyl)-phenyl]pyrido[1,2-a]pyrimidin-1-ium-2-olate C(#N)CC[N+]1=C2N(C(C(=C1[O-])C1=CC(=CC=C1)C(F)(F)F)=O)C=CC=C2